NCC=1C=CC(=C(C1)C[C@H](C(=O)OC(C)(C)C)[C@@H]1CN(CC1)C(=O)OC(C)(C)C)F (R)-tert-butyl 3-((S)-3-(5-(aminomethyl)-2-fluorophenyl)-1-(tert-butoxy)-1-oxopropan-2-yl)pyrrolidine-1-carboxylate